CC1=NC2=C(N1)C=CC(=C2)C=O 2-methyl-1H-benzo[d]imidazole-5-carbaldehyde